ClCCCCC=CCC=CCC=CCC=CCC=CCC 20-chloro-3,6,9,12,15-eicosapentaene